FC(C1=CC=2C(N=C1)=NNC2)(F)F 5-(trifluoromethyl)-2H-pyrazolo[3,4-b]pyridin